O(CCN1C(CCC1)=O)CCN1C(CCC1)=O 1'-(oxybis(ethane-2,1-diyl))bis(pyrrolidin-2-one)